methyl (S)-2-amino-4-methylpent-4-enoate hydrochloride Cl.N[C@H](C(=O)OC)CC(=C)C